(S)-2-(5-(2-(3-fluoroazetidin-1-yl)ethyl)-1-methyl-2-oxo-1,2-dihydropyridin-3-yl)-4-methylpentanoic acid methyl ester COC([C@@H](CC(C)C)C=1C(N(C=C(C1)CCN1CC(C1)F)C)=O)=O